N-(1,3-benzodioxol-5-yl)-N-methyl-3-[5-(2-thienyl)-3-(trifluoromethyl)pyrazol-1-yl]benzamide O1COC2=C1C=CC(=C2)N(C(C2=CC(=CC=C2)N2N=C(C=C2C=2SC=CC2)C(F)(F)F)=O)C